2-(2-((2-(5-(3-fluorophenyl)-1H-benzo[d]imidazol-2-yl)ethyl)amino)ethyl)-N-((3-fluoropyridin-2-yl)methyl)oxazole-4-carboxamide FC=1C=C(C=CC1)C1=CC2=C(NC(=N2)CCNCCC=2OC=C(N2)C(=O)NCC2=NC=CC=C2F)C=C1